ClC1=C(C=C2C(C(NC2=C1)=O)=C(O)C1=CC(=NO1)C1CC1)C1=CC=C(C=C1)C1CC(C1)O 6-chloro-3-[(3-cyclopropylisoxazol-5-yl)-hydroxy-methylene]-5-[4-(3-hydroxycyclobutyl)phenyl]indolin-2-one